(S)-N-(2-(diethylamino)ethyl)-4-((4-(3-((2-(1-hydroxyethyl)-1H-imidazol-1-yl)methyl)isoxazol-5-yl)phenyl)ethynyl)benzamide C(C)N(CCNC(C1=CC=C(C=C1)C#CC1=CC=C(C=C1)C1=CC(=NO1)CN1C(=NC=C1)[C@H](C)O)=O)CC